(4-(3-cyclopentyl-6-fluoro-7-methyl-2-oxoindolin-3-yl)phenyl)boronic acid C1(CCCC1)C1(C(NC2=C(C(=CC=C12)F)C)=O)C1=CC=C(C=C1)B(O)O